2-ethyl-hexanethiol C(C)C(CS)CCCC